C(C1=CC=CC=C1)OC(C1=CC(=C(C=C1)OCC1=CC=CC=C1)OC)=O 4-benzyloxy-3-methoxybenzoic acid benzyl ester